O=C(CC(=O)[O-])CC 3-ketopentanoate